C(C1=CC=CC=C1)N1N=CC(=C1)C=1C(=CC(N(C1)C)=O)OCCC(F)(F)F 5-(1-benzyl-1H-pyrazol-4-yl)-1-methyl-4-(3,3,3-trifluoroprop-oxy)pyridin-2(1H)-one